OC1=C(C=C(C=C1)Cl)N=NC1=C(C=CC2=CC=CC=C12)O 1-((2-Hydroxy-5-chlorophenyl)diazenyl)naphthalen-2-ol